9-(n-butyloxy)anthracene C(CCC)OC=1C2=CC=CC=C2C=C2C=CC=CC12